8-((Tert-Butoxycarbonyl)amino)-9-hydroxy-2-(3-iodophenyl)-2,5-dimethylnonanoic acid C(C)(C)(C)OC(=O)NC(CCC(CCC(C(=O)O)(C)C1=CC(=CC=C1)I)C)CO